5-(1-aminoethyl)-7-bromonaphthalene-1-sulfonic acid sodium [Na].NC(C)C1=C2C=CC=C(C2=CC(=C1)Br)S(=O)(=O)O